C1(CC1)CN1C(N(C(C2=CC(=CC=C12)S(NC1(CC1)C)(=O)=O)=O)C1(CN(C1)C(=O)OC(C)(C)C)C)=O tert-butyl 3-[1-(cyclopropylmethyl)-6-[(1-methylcyclopropyl)sulfamoyl]-2,4-dioxo-quinazolin-3-yl]-3-methyl-azetidine-1-carboxylate